FC1=C(C(=CC(=C1)C)F)C(C)=O 1-(2,6-difluoro-4-methylphenyl)ethanone